O[C@H]1CCC=2C1=NC=C(C2)C(=O)N[C@H]2COC1=CC(=CC=C1C2)N2CCNCC2 (S)-7-hydroxy-N-((R)-7-(piperazin-1-yl)chroman-3-yl)-6,7-dihydro-5H-cyclopenta[b]pyridine-3-carboxamide